2-fluoro-1-(4-(1-(1-(2-fluoroacryloyl)azetidin-3-yl)-3-(6-(trifluoromethyl)pyridin-3-yl)-1H-indazole-7-carbonyl)piperidin-1-yl)prop-2-en-1-one FC(C(=O)N1CCC(CC1)C(=O)C=1C=CC=C2C(=NN(C12)C1CN(C1)C(C(=C)F)=O)C=1C=NC(=CC1)C(F)(F)F)=C